C(CC1OC2(OC1)CCC(CC2)(C(=O)[O-])NC(CC2=C(C=CC(=C2)C)C)=O)C2OC1(OC2)CCC(CC1)(C(=O)[O-])NC(CC1=C(C=CC(=C1)C)C)=O ethane-1,2-diylbis(8-{[(2,5-dimethylphenyl) acetyl] amino}-1,4-dioxaspiro[4.5]decane-8-carboxylate)